[Si](C)(C)(C(C)(C)C)OCCCN 3-((tert-butyldimethylsilyl)oxy)propan-1-amine